3-methacryloxypropyldimethoxymethylsilane C(C(=C)C)(=O)OCCC[SiH2]C(OC)OC